C(C)N(C1=CC=C(C=C1)C(NC1=NC=CC=C1)C1=CC=C2C=CC(=NC2=C1OCC1=CC=CC=C1)C)CC N-((4-Diethylaminophenyl)(8-benzyloxy-2-methylquinolin-7-yl)methyl)pyridin-2-amine